FC(C[C@](C(=O)O)(C)NC(=O)C1=CC(=C2N1CCC1=CC(=C(C=C21)C=2N=NN(N2)C)OC)CC(F)(F)F)(F)F (S)-4,4,4-trifluoro-2-(8-methoxy-9-(2-methyl-2H-tetrazol-5-yl)-1-(2,2,2-trifluoroethyl)-5,6-dihydropyrrolo[2,1-a]isoquinoline-3-carboxamido)-2-methylbutanoic acid